C(C)(C)(C)OC(=O)N1CCC(CC1)NC1=NC(=C(C=C1[N+](=O)[O-])Cl)C 4-((5-chloro-6-methyl-3-nitropyridin-2-yl)amino)piperidine-1-carboxylic acid tert-butyl ester